C(C)OC(C[SiH2]C1=CC=CC=C1)OCC diethoxyethylphenylsilane